6-Chloro-3-(1-((1-(2-((4-chlorophenyl)sulfonamido)ethyl)piperidin-4-yl)methyl)-1H-1,2,3-triazol-4-yl)-1H-indol ClC1=CC=C2C(=CNC2=C1)C=1N=NN(C1)CC1CCN(CC1)CCNS(=O)(=O)C1=CC=C(C=C1)Cl